(3R,7S)-9-(1-(6-Cyclopropylpyridin-3-yl)ethyl)-2-(3,4-dichlorobenzoyl)-7-(hydroxymethyl)-3-methyl-1,2,3,4,8,9-hexahydropyrido[4',3':3,4]pyrazolo[1,5-a]pyrazin-10(7H)-one C1(CC1)C1=CC=C(C=N1)C(C)N1C(C=2N([C@@H](C1)CO)N=C1C2CN([C@@H](C1)C)C(C1=CC(=C(C=C1)Cl)Cl)=O)=O